COC1=CC2=C(C(=CC(O2)=O)CC(=O)O)C=C1 7-methoxy-2-oxo-2H-1-benzopyran-4-acetic acid